C(=O)C1=CC=C(C=C1)C1=CC=C(C=C1)C1=CC(=CC(=C1)C1=CC=C(C=C1)C1=CC=C(C=C1)C=O)C1=CC=C(C=C1)C1=CC=C(C=C1)C=O 1,3,5-tri(4'-formyl-[1,1'-biphenyl]-4-yl)benzene